2-chloro-N-(2-oxo-2-piperazin-1-ylethyl)-4-[[3-[3-(trifluoromethyl)-1H-pyrazol-4-yl]imidazo[1,2-a]pyrazin-8-yl]amino]benzamide ClC1=C(C(=O)NCC(N2CCNCC2)=O)C=CC(=C1)NC=1C=2N(C=CN1)C(=CN2)C=2C(=NNC2)C(F)(F)F